N2-(3-(4'-(4-(3-(3,5-diamino-6-chloropyrazine-2-carbonyl)guanidino)butyl)-[1,1'-biphenyl]-4-yl)propanoyl)-N6-hexyl-N6-((2S,3R,4R,5R)-2,3,4,5,6-pentahydroxyhexyl)-L-lysinate NC=1C(=NC(=C(N1)N)Cl)C(=O)NC(NCCCCC1=CC=C(C=C1)C1=CC=C(C=C1)CCC(=O)N[C@@H](CCCCN(C[C@@H]([C@H]([C@@H]([C@@H](CO)O)O)O)O)CCCCCC)C(=O)[O-])=N